L-arginine magnesium 2-hydroxycitrate salt OC(C(=O)[O-])C(O)(C(=O)[O-])CC(=O)[O-].[Mg+2].N[C@@H](CCCNC(N)=N)C(=O)O.OC(C(=O)[O-])C(O)(C(=O)[O-])CC(=O)[O-].[Mg+2].[Mg+2]